C1(CC1)CN1N=C(C2=CC=CC(=C12)F)C(=O)NC1=C(C=NC=C1)F 1-(cyclopropylmethyl)-7-fluoro-N-(3-fluoropyridin-4-yl)-1H-indazole-3-carboxamide